ClC1=NN(C=C1)CC1=CC(C(=C(N1CC)C1=CC(=C(C=C1)Cl)Cl)C(=O)OCC)=O ethyl 6-[(3-chloropyrazol-1-yl)methyl]-2-(3,4-dichlorophenyl)-1-ethyl-4-oxo-pyridine-3-carboxylate